CC1C(CCC1)C(=O)O 2-METHYLCYCLOPENTANECARBOXYLIC ACID